ethyl (Z)-N'-((E)-(3-(4-chlorophenyl)-4-phenyl-5,6-dihydropyridazin-1(4H)-yl)(((4-(trifluoromethyl)phenyl)sulfonyl)imino)methyl)carbamimidothioate ClC1=CC=C(C=C1)C1=NN(CCC1C1=CC=CC=C1)\C(\N=C(\N)/SCC)=N\S(=O)(=O)C1=CC=C(C=C1)C(F)(F)F